4-((1R,5S)-3,8-diazabicyclo[3.2.1]octan-3-yl)-6-chloro-8-fluoro-7-(1H-indol-3-yl)-2-(((S)-1-methylpyrrolidin-2-yl)methoxy)quinazoline [C@H]12CN(C[C@H](CC1)N2)C2=NC(=NC1=C(C(=C(C=C21)Cl)C2=CNC1=CC=CC=C21)F)OC[C@H]2N(CCC2)C